CC=1N=C(C2=C(N1)OC=C2C(=O)NC=2C=NC(=CC2)N2CCOCC2)NC2(CC2)C methyl-4-[(1-methylcyclopropyl)amino]-N-[6-(morpholin-4-yl)pyridin-3-yl]furo[2,3-d]pyrimidine-5-carboxamide